(5-(pyridin-3-yloxy)pyridineformyl)glycine N1=CC(=CC=C1)OC=1C=CC(=NC1)C(=O)NCC(=O)O